Sodium bis(oxalate) borate B([O-])(O)O.C(C(=O)O)(=O)O.C(C(=O)O)(=O)O.[Na+]